1-[4-[[(3,4-dimethylpyrimido[4',5':4,5]thieno[2,3-c]pyridazin-8-yl)amino]methyl]phenyl]cyclobutanol CC1=C(C2=C(N=N1)SC1=C2N=CN=C1NCC1=CC=C(C=C1)C1(CCC1)O)C